tert-butyl (R)-(1-(6-(trifluoromethyl)pyrazin-2-yl)pyrrolidin-3-yl)carbamate FC(C1=CN=CC(=N1)N1C[C@@H](CC1)NC(OC(C)(C)C)=O)(F)F